CC1=CC2=C(CCO2)C=C1C=1C=C2CCN[C@H](C2=CC1)CNC1=C(C(=O)O)C=CN=C1 (R)-3-(((6-(6-methyl-2,3-dihydrobenzofuran-5-yl)-1,2,3,4-tetrahydroisoquinolin-1-yl)methyl)amino)isonicotinic acid